CS(=O)(=O)OCCC(CN1N=CN=C1)(O)C1=C(C=C(C=C1)F)F 3-(2,4-difluorophenyl)-3-hydroxy-4-(1H-1,2,4-triazol-1-yl)butyl methanesulfonate